ClC=1C2=C(N=CN1)N1C(=C2C2=CC(=C(C=C2)OC2=NC(=CC=C2)C)F)N(CC1)C1=C(OCCN(C)C)C(=CC=C1)[N+](=O)[O-] 2-(2-(4-chloro-5-(3-fluoro-4-((6-methylpyridin-2-yl)oxy)phenyl)-7,8-dihydro-6H-imidazo[1',2':1,5]pyrrolo[2,3-d]pyrimidin-6-yl)-6-nitrophenoxy)-N,N-dimethylethan-1-amine